methyl 1-(butylcarbamoyl)benzimidazol-2-ylcarbamate C(CCC)NC(=O)N1C(=NC2=C1C=CC=C2)NC(OC)=O